N-((2,5-Dimethoxyphenyl)sulfonyl)-2-((7-methoxynaphthalen-2-yl)oxy)acetamide COC1=C(C=C(C=C1)OC)S(=O)(=O)NC(COC1=CC2=CC(=CC=C2C=C1)OC)=O